C(C)N[C@@H]1COCC2=NC(=CC=C21)C(F)(F)F (S)-N-ethyl-2-(trifluoro-methyl)-5,8-dihydro-6H-pyrano[3,4-b]pyridin-5-amine